FC=1C=C(C=CC1F)N1[C@@H](CCCC1=O)C1=NC2=C(N1[C@@H]1CC[C@H](CC1)OC)C=CC(=C2)C=2C=C(C(N(C2)C)=O)C 5-(2-((S)-1-(3,4-difluorophenyl)-6-oxopiperidine-2-yl)-1-((trans)-4-methoxycyclohexyl)-1H-benzo[d]imidazole-5-yl)-1,3-dimethylpyridine-2(1H)-one